FC(C(C(C(C(C(C(C(F)(F)F)(F)F)(F)F)(F)F)(F)F)(F)F)(F)F)(F)OC(C=C)=O acrylic acid perfluorooctyl ester